CC1NC(C=C(C1)C1=NC=2N(C=C1)C=C(N2)C2=C(C=C(C=C2)N2N=CC=N2)O)C 2-(7-(2,6-dimethyl-1,2,3,6-tetrahydropyridin-4-yl)imidazo[1,2-a]pyrimidin-2-yl)-5-(2H-1,2,3-triazol-2-yl)phenol